N(C(=N)N)CC1=CC=C(C(=O)NC2=CC(=C(C=C2)C=2CCN(CC2)C(N)=N)F)C=C1 4-(carbamimidamidomethyl)-N-[4-(1-carbamimidoyl-1,2,3,6-tetrahydropyridin-4-yl)-3-fluorophenyl]benzamide